FC1=C(C=C(C=C1)F)[C@@H]1N(CCC1)C1=NC=2N(C=C1)N=CC2C2=CC=CC(=N2)N2CCN(CC2)CC=2C=C1CN(C(C1=C(C2)F)=O)C2C(NC(CC2)=O)=O 3-(5-((4-(6-(5-((R)-2-(2,5-difluorophenyl)pyrrolidin-1-yl)pyrazolo[1,5-a]pyrimidin-3-yl)pyridin-2-yl)piperazin-1-yl)methyl)-7-fluoro-1-oxoisoindolin-2-yl)piperidine-2,6-dione